OCCS(=O)(=O)NC1=NC=C(C(=O)NC2=NC(=CC=C2)N2C[C@H](OCC2)C)C(=C1)N1CCC2(CC2)CC1 (R)-6-((2-Hydroxyethyl)sulfonamido)-N-(6-(2-methylmorpholino)pyridin-2-yl)-4-(6-azaspiro[2.5]octan-6-yl)nicotinamid